N(=C=O)C[C@@H]1C[C@H](CCC1)CN=C=O trans-1,3-di(isocyanatomethyl)cyclohexane